4-amino-5'-fluoro-2'-[(2R)-3-hydroxy-2-methylpropyl]-6'-(methoxymethyl)-2',3'-dihydrospiro[cyclohexane-1,1'-isoindole]-4-carboxylic acid NC1(CCC2(N(CC3=CC(=C(C=C23)COC)F)C[C@H](CO)C)CC1)C(=O)O